1-(4-((5-(3,5-Dimethylisoxazol-4-yl)-2-methylphenyl)(2-(1-(2-(2,6-dioxopiperidin-3-yl)-6-fluoro-1,3-dioxoisoindolin-5-yl)piperidin-4-yl)ethyl)amino)phenyl)cyclopropane-1-carbonitrile CC1=NOC(=C1C=1C=CC(=C(C1)N(C1=CC=C(C=C1)C1(CC1)C#N)CCC1CCN(CC1)C=1C=C2C(N(C(C2=CC1F)=O)C1C(NC(CC1)=O)=O)=O)C)C